3-((5-Chloro-4-((2-(difluoromethoxy)phenyl)amino)pyrimidin-2-yl)amino)-6-methyl-5,6,7,8-tetrahydro-1,6-Naphthyridine-2(1H)-one ClC=1C(=NC(=NC1)NC=1C(NC=2CCN(CC2C1)C)=O)NC1=C(C=CC=C1)OC(F)F